CN(CCN(C1=C(C=C(C=C1)NC=1N=C(C2=C(N1)NC=C2)C2=CN(C1=CC(=CC=C21)F)C)NC(C)=O)C)C N-(2-((2-(dimethylamino)ethyl)(methyl)amino)-5-((4-(6-fluoro-1-methyl-1H-indol-3-yl)-7H-pyrrolo[2,3-d]pyrimidin-2-yl)amino)phenyl)acetamide